Cl.C(C)OCC1(CCN(CC1)CC1=CC=C(C=C1)NC(C(F)(F)F)=O)CCC1=CC=CC=C1 N-(4-((4-(ethoxymethyl)-4-phenethylpiperidin-1-yl)methyl)phenyl)-2,2,2-trifluoroacetamide HCl salt